5-Chloro-N-(1-((3-fluoro-5-(trifluoromethyl)phenyl)amino)-3-methyl-1-oxobutan-2-yl)-2-hydroxybenzamide ClC=1C=CC(=C(C(=O)NC(C(=O)NC2=CC(=CC(=C2)C(F)(F)F)F)C(C)C)C1)O